CC=1C=CC=C2C=CC=C(C12)C1CC=2N=C(N=C(C2CO1)O)SC 7-(8-methylnaphthalen-1-yl)-2-(methylthio)-7,8-dihydro-5H-pyrano[4,3-d]pyrimidin-4-ol